(S)-N-benzyl-N-((1S)-1-((2S)-6-hydroxy-5-iodotetrahydro-2H-pyran-2-yl)propyl)-2-methylpropane-2-sulfinamide C(C1=CC=CC=C1)N([S@@](=O)C(C)(C)C)[C@@H](CC)[C@H]1OC(C(CC1)I)O